acetylPropionic acid CC(=O)CCC(=O)O